C(C)(C)(C)OC(=O)N1C=CC2=C(C(=CC(=C12)C)[C@@H]1C(C1)(F)F)CN1[C@@H](CC2(CC(C2)(F)F)CC1)C1=CC=C(C=C1)C(=O)OC 4-(((S)-2,2-difluoro-6-(4-(methoxycarbonyl)phenyl)-7-azaspiro[3.5]non-7-yl)methyl)-5-((R)-2,2-difluorocyclopropyl)-7-methyl-1H-indole-1-carboxylic acid tert-butyl ester